5-(5-chloro-2-methoxypyridin-4-yl-1H-pyrazole-3-carbonyl)piperidine-4-carboxamide ClC=1C(=CC(=NC1)OC)N1N=C(C=C1)C(=O)C1C(CCNC1)C(=O)N